2-(4-bromo-3-fluorophenyl)-4,7-dimethoxy-1H-benzo[d]imidazole BrC1=C(C=C(C=C1)C1=NC2=C(N1)C(=CC=C2OC)OC)F